trimethylene-bis(N-methylpyrrolidinium) dibromide [Br-].[Br-].C[N+]1(CCCC1)CCC[N+]1(CCCC1)C